CC1(OB(OC1(C)C)C1=NN(C=C1)COCC[Si](C)(C)C)C 3-(4,4,5,5-tetramethyl-1,3,2-dioxaborolan-2-yl)-1-((2-(trimethylsilyl)ethoxy)methyl)-1H-pyrazole